ClC=1C=C2C(=CC(=NC2=CC1)N(CC(=O)O)C)C1=CC=CC=C1 2-[(6-chloro-4-phenylquinolin-2-yl)(methyl)amino]acetic acid